ClC1=CC=CC(=C1S(=O)(=O)N(C)C)O 6-chloro-2-hydroxy-N,N-dimethylbenzenesulfonamide